O=C1NC(CCC1N1C(C2=CC=C(C=C2C1=O)NCCCCCC(=O)N1CCC(CC1)N1N=CC(=C1)C1=NC2=C(C=CC=C2N=C1)C1CCN(CC1)C)=O)=O 2-(2,6-Dioxopiperidin-3-yl)-5-((6-(4-(4-(8-(1-methylpiperidin-4-yl)quinoxalin-2-yl)-1H-pyrazol-1-yl)piperidin-1-yl)-6-oxohexyl)amino)isoindoline-1,3-dione